(S)-3-(1-(4-Amino-3-(5-hydroxypyridin-3-yl)-1H-pyrazolo[3,4-d]pyrimidin-1-yl)ethyl)-4-(3-((4-methylpiperazin-1-yl)methyl)phenyl)-1H-isochromen-1-on Maleat C(\C=C/C(=O)O)(=O)O.NC1=C2C(=NC=N1)N(N=C2C=2C=NC=C(C2)O)[C@@H](C)C=2OC(C1=CC=CC=C1C2C2=CC(=CC=C2)CN2CCN(CC2)C)=O